C(C)(C)(C)OC([C@H](CCC(=O)OC(C)(C)C)NC(CCC(=O)O)=O)=O (S)-4-((1,5-di-tert-butoxy-1,5-dioxopentan-2-yl)amino)-4-oxobutanoic acid